(R)-N-((5-(1,2-dihydroxyethyl)-8-(4-(trifluoromethyl)phenoxy)quinolin-6-yl)methyl)acrylamide O[C@@H](CO)C1=C2C=CC=NC2=C(C=C1CNC(C=C)=O)OC1=CC=C(C=C1)C(F)(F)F